(R)-1-((3S,4S)-3-fluoro-4-((2-(3-((2-methoxy-4-(methylsulfonyl)phenyl)amino)prop-1-yn-1-yl)-1-(2,2,2-trifluoroethyl)-1H-indol-4-yl)amino)piperidin-1-yl)-3-methoxypropan-2-ol F[C@H]1CN(CC[C@@H]1NC1=C2C=C(N(C2=CC=C1)CC(F)(F)F)C#CCNC1=C(C=C(C=C1)S(=O)(=O)C)OC)C[C@H](COC)O